N-[(1S)-1-[[1-cyano-2-(1H-pyrazol-3-yl)ethyl]carbamoyl]-3-methyl-butyl]-4-methoxy-1H-indole-2-carboxamide C(#N)C(CC1=NNC=C1)NC(=O)[C@H](CC(C)C)NC(=O)C=1NC2=CC=CC(=C2C1)OC